ClC=1N=C(C2=C(N1)C(=CC=N2)C2CCC2)N chloro-8-cyclobutylpyrido[3,2-d]pyrimidin-4-amine